3-(2-{3-[(4-methanesulfonyl-2-methoxyphenyl)amino]prop-1-yn-1-yl}-1-(2,2,2-trifluoroethyl)-1H-indol-4-yl)-1-[1-(oxan-4-yl)piperidin-4-yl]urea CS(=O)(=O)C1=CC(=C(C=C1)NCC#CC=1N(C2=CC=CC(=C2C1)NC(NC1CCN(CC1)C1CCOCC1)=O)CC(F)(F)F)OC